3-[(5-chloro-1,3-benzothiazol-2-yl)methyl]-N,N-dimethyl-oxetan-3-amine ClC=1C=CC2=C(N=C(S2)CC2(COC2)N(C)C)C1